BrCCCO[Si](C)(C)C(C)(C)C (3-bromopropoxy)(tertbutyl)dimethylsilane